N-[(6-Amino-2-pyridyl)sulfonyl]-2-(1-cyclobutylethoxy)-6-(3-fluoro-5-isobutoxyphenyl)pyridin-3-carboxamid NC1=CC=CC(=N1)S(=O)(=O)NC(=O)C=1C(=NC(=CC1)C1=CC(=CC(=C1)OCC(C)C)F)OC(C)C1CCC1